C12C(CC(CC1)C2)CO bicyclo[2.2.1]hept-2-yl-methanol